C1#CC(=CC=C1)C1NNC(NN1)C=1C#CC=CC1 3,6-dibenzynyl-hexahydro-1,2,4,5-tetrazine